C(C)(C)(C)C1=CC(=NC(=N1)Cl)N1[C@@H](COCC1)C (3R)-4-(6-tert-butyl-2-chloropyrimidin-4-yl)-3-methylmorpholine